di-o-cresol phenyl-phosphoramidate C1(=CC=CC=C1)NP(O)(O)=O.C1(=CC=CC=C1O)C.C1(=CC=CC=C1O)C